((6-((3-(5-(((1-Acetylpiperidin-4-yl)amino)methyl)-3'-chloro-6-methoxy-[2,4'-bipyridin]-2'-yl)-2-chlorophenyl)carbamoyl)-4-methoxypyridin-3-yl)methyl)glycine C(C)(=O)N1CCC(CC1)NCC=1C=CC(=NC1OC)C1=C(C(=NC=C1)C=1C(=C(C=CC1)NC(=O)C1=CC(=C(C=N1)CNCC(=O)O)OC)Cl)Cl